2-benzylamino-2-(3-cyanophenyl)acetonitrile C(C1=CC=CC=C1)NC(C#N)C1=CC(=CC=C1)C#N